C[C@@H]1N([C@H](CN(C1)C(C=C)=O)C)C=1C2=C(N(C(N1)=O)C1=C(C=CC=C1C(C)C)C)N=C(C(=C2)F)C2=C(C=CC=C2O)F 4-((2S,6S)-2,6-dimethyl-4-(2-propenoyl)-1-piperazinyl)-6-fluoro-7-(2-fluoro-6-hydroxyphenyl)-1-(2-methyl-6-(2-propanyl)phenyl)pyrido[2,3-d]pyrimidin-2(1H)-one